1-((1-(1-(cis-4-isopropylcyclohexyl)piperidin-4-yl)-1H-indol-3-yl)methyl)piperidin-2-one C(C)(C)[C@H]1CC[C@H](CC1)N1CCC(CC1)N1C=C(C2=CC=CC=C12)CN1C(CCCC1)=O